C(CCCCCCC\C=C/CCCCCCCC)(=O)I oleic acid iodide